Cl.CC=1N=C2C(=C3CC(OCC13)(C)C)CNC2 5,8,8-Trimethyl-1,2,3,6,8,9-hexahydro-7-oxa-2,4-diaza-cyclopenta[a]naphthalene hydrochloride